ClC1=NC(=NC=N1)C1=C(NC2=CC=CC=C12)C=1CCOCC1 3-(4-chloro-1,3,5-triazin-2-yl)-2-(3,6-dihydro-2H-pyran-4-yl)-1H-indole